OCC(C)(C)NC(C[C@H]1N(CCC1)C)=O (S)-N-(1-hydroxy-2-methylprop-2-yl)-2-(1-methylpyrrolidin-2-yl)acetamide